Molybdenum dioxy dichloride O(OCl)Cl.[Mo]